tert-butyl(tert-butoxycarbonyl)(7-(4-oxocyclohexyl)-5-(4-phenoxyphenyl)-7H-pyrrolo[2,3-d]pyrimidin-4-yl)carbamate C(C)(C)(C)OC(N(C=1C2=C(N=CN1)N(C=C2C2=CC=C(C=C2)OC2=CC=CC=C2)C2CCC(CC2)=O)C(=O)OC(C)(C)C)=O